N-(2-fluorophenyl)-3-(5-methoxy-1-(3-methoxyphenyl)imidazo[1,5-a]pyridin-3-yl)piperidine-1-carboxamide FC1=C(C=CC=C1)NC(=O)N1CC(CCC1)C1=NC(=C2N1C(=CC=C2)OC)C2=CC(=CC=C2)OC